CC1=CC=C(C=C1)S(=O)(=O)[O-].COC1=CC=C(C=C1)[S+](C1=CC=CC=C1)C1=CC=CC=C1 4-methoxyphenyl-diphenyl-sulfonium p-toluenesulfonate